C(C)C=1C=C2C=C(NC2=CC1C1=NC=C(N=C1)OC)CNC(C)=O N-((5-ethyl-6-(5-methoxypyrazin-2-yl)-1H-indol-2-yl)methyl)acetamide